N-(2-(5-(2-methoxyquinolin-6-yl)pyridin-3-yl)-2-azaspiro[3.3]heptane-6-yl)propanamide COC1=NC2=CC=C(C=C2C=C1)C=1C=C(C=NC1)N1CC2(C1)CC(C2)NC(CC)=O